N1=CN=C(C=C1)C1(C(C1)C1=NC=CC(=C1F)C)C(=O)N pyrimidin-4-yl-2-(3-fluoro-4-methylpyridin-2-yl)cyclopropane-1-carboxamide